CC1CCC(CC1)CC(C)(C)NC[C@H](O)C=1C=NC=C(C1)F Methyl-(1S,4s)-4-(2-(((R)-2-(5-fluoropyridin-3-yl)-2-hydroxyethyl)amino)-2-methylpropyl)cyclohexane